COC(C1=C(C(=CC(=C1)[N+](=O)[O-])NCC1=CC=C(C=C1)OC)NCC1=CC=C(C=C1)OC)=O 2,3-Bis((4-methoxybenzyl)amino)-5-nitrobenzoic acid methyl ester